C1(=CC=CC=C1)C1N=CNC1C1=CC=CC=C1 4,5-diphenylimidazoline